5-[(5-tert-butyl-1,2-oxazol-3-yl)amino]-3-[4-(difluoromethanesulfonamido)-3-[(1S)-1-(4-fluorophenyl)ethoxy]phenyl]-1-{[2-(trimethylsilyl)ethoxy]methyl}-1H-pyrazole-4-carboxamide C(C)(C)(C)C1=CC(=NO1)NC1=C(C(=NN1COCC[Si](C)(C)C)C1=CC(=C(C=C1)NS(=O)(=O)C(F)F)O[C@@H](C)C1=CC=C(C=C1)F)C(=O)N